FC=1C=C(C#N)C=C(C1C=1C(=NN(C1NC1=C(C=C(C=C1)OC)[N+](=O)[O-])C)C)F 3,5-difluoro-4-[5-[(4-methoxy-2-nitrophenyl)amino]-1,3-dimethyl-1H-pyrazol-4-yl]-benzonitrile